S(=O)(=O)(O)CCC1=CC=[N+](C=C1)CC1=CC=C(C=C1)C=C 4-(2-sulfoethyl)-1-(4-vinyl-benzyl)pyridinium